tert-butyl (4-bromo-2,5-difluorobenzyl)(cyclopropyl)carbamate BrC1=CC(=C(CN(C(OC(C)(C)C)=O)C2CC2)C=C1F)F